Boric acid carbon [C].B(O)(O)O